4-(N-methylformamido)phenylboronic acid CN(C=O)C1=CC=C(C=C1)B(O)O